ethyl-methyl-naphthyl-octadecyl-ammonium chloride [Cl-].C(C)[N+](CCCCCCCCCCCCCCCCCC)(C1=CC=CC2=CC=CC=C12)C